ClC1=C(C=2N=C(N=C3C2C(=N1)OCCN3CC(F)F)SC)F 5-chloro-10-(2,2-difluoroethyl)-4-fluoro-2-(methylthio)-9,10-dihydro-8H-7-oxa-1,3,6,10-tetraazacyclohepta[de]naphthalene